nonadecaenoic acid CCCCCCCCCCCCCCCCC=CC(=O)O